Cl.O1C=2C(C(CCC1)CN)=CSC2 (2,3,4,5-Tetrahydrothieno[3,4-b]oxepin-5-yl)methanamine hydrochloride